FC(C(=O)O)(F)F.ClC1=C(C=C(C(=C1NC=1C(=C2C(N(C=NC2=CC1)C)=O)F)F)F)NS(=O)(=O)N1C[C@@H](CC1)F (R)-N-(2-chloro-4,5-difluoro-3-((5-fluoro-3-methyl-4-oxo-3,4-dihydroquinazolin-6-yl)amino)phenyl)-3-fluoropyrrolidine-1-sulfonamide trifluoroacetate